NC1=C2N=CN(C2=NC(=N1)F)[C@H]1C([C@@H]([C@](O1)(CO)C#C)O)([2H])[2H] (2r,3s,5r)-5-(6-amino-2-fluoro-purin-9-yl)-4,4-dideutero-2-ethynyl-2-(hydroxymethyl)tetrahydrofuran-3-ol